2,6-Dimethoxy-N-(8'-(pyrrolidin-1-yl)-4'H-spiro[cyclopropane-1,5'-naphtho[2,1-d]isoxazol]-3'-yl)benzenesulfonamide COC1=C(C(=CC=C1)OC)S(=O)(=O)NC1=NOC2=C1CC1(C3=CC=C(C=C32)N3CCCC3)CC1